N-(2-aminoethyl)-N-(1-(butylsulfonyl)piperidin-4-yl)isoquinoline-3-carboxamide NCCN(C(=O)C=1N=CC2=CC=CC=C2C1)C1CCN(CC1)S(=O)(=O)CCCC